Br.C(C)N ethanamine hydrobromide